2-(6-chloro-1-((2R,3S)-2-methyl-3-(methylsulfonylmethyl)azetidin-1-yl)-2,7-naphthyridin-4-yl)propan-1-ol ClC=1C=C2C(=CN=C(C2=CN1)N1[C@@H]([C@H](C1)CS(=O)(=O)C)C)C(CO)C